C[C@H]1N(C[C@@H](NC1)C1=CC(=CC=C1)C(F)(F)F)C(=O)C1(CC1)C(F)(F)F [(2R,5S)-2-methyl-5-[3-(trifluoromethyl)phenyl]piperazin-1-yl]-[1-(trifluoromethyl)cyclopropyl]methanone